4-fluoro-2-(((2-toluenesulfonyl-hydrazino)methyl)phenyl)piperazine-1-carboxylic acid tert-butyl ester C(C)(C)(C)OC(=O)N1C(CN(CC1)F)C1=C(C=CC=C1)CNNS(=O)(=O)CC1=CC=CC=C1